N-benzoyl-4-(3,1-benzoxazin-4-one-2-yl)aniline C(C1=CC=CC=C1)(=O)NC1=CC=C(C=C1)C1=NC2=C(C(O1)=O)C=CC=C2